NC(CC(=O)N1CCN(CC1)C1=NC=C(C#N)C=C1)C 6-(4-(3-aminobutanoyl)piperazin-1-yl)nicotinonitrile